dimethyl 2,2'-azobis(2-methylbutanoate) N(=NC(C(=O)OC)(CC)C)C(C(=O)OC)(CC)C